((triisopropylsilyl)ethynyl)-6,7-dihydro-7,14-methanobenzo[f]benzo[4,5]imidazo[1,2-a][1,4]diazocin-5(14H)-one C(C)(C)[Si](C(C)C)(C(C)C)C#CC1=CC=CC=2C(NC3C=4N(C(C21)C3)C3=C(N4)C=CC=C3)=O